C1COCOCC1 (1e,6e)-3,5-dioxepan